2-((1-(2-(isoindolin-2-yl)-3-isopropyl-6-methyl-4-oxo-3,4-dihydroquinazolin-8-yl)ethyl)amino)benzoic acid C1N(CC2=CC=CC=C12)C1=NC2=C(C=C(C=C2C(N1C(C)C)=O)C)C(C)NC1=C(C(=O)O)C=CC=C1